OC(C(=O)NCCC(=O)O)C(C)C 3-(2-hydroxy-3-methyl-butyrylamino)-propionic acid